OC1CC(NC1)C(=O)NC1(CC1)C(F)(F)F 4-hydroxy-N-(1-(trifluoromethyl)cyclopropyl)pyrrolidine-2-carboxamide